Mesylate hydrate O.S(C)(=O)(=O)O